3-(4-methylaminobutyl)aniline bis(4-(hydroxymethyl)-3-nitrobenzyl)2,2'-dithiodiacetate OCC1=C(C=C(CC(C(=O)O)SSC(C(=O)O)CC2=CC(=C(C=C2)CO)[N+](=O)[O-])C=C1)[N+](=O)[O-].CNCCCCC=1C=C(N)C=CC1